ClC1=C(C=CC(=C1)C(F)(F)F)NC(=O)C1(CCC1)N1N=CC(=C1)C1CCN(CC1)C1CC2(C1)CCN(CC2)C(=O)OC(C)(C)C tert-butyl 2-(4-(1-(1-((2-chloro-4-(trifluoromethyl)phenyl) carbamoyl)cyclobutyl)-1H-pyrazol-4-yl) piperidin-1-yl)-7-azaspiro[3.5]nonane-7-carboxylate